4-{[tert-butoxycarbonyl-(2-diethylamino-ethyl)-amino]-benzyl methyl}-piperidine-1-carboxylate C(C)(C)(C)OC(=O)N(CCN(CC)CC)C(C1CCN(CC1)C(=O)[O-])CC1=CC=CC=C1